O1N=C(C2=C1C=CC=C2)C2CCN(CC2)CCN2C(C=1N(CC2)C=CC1C)=O 2-[2-(4-benzo[d]isoxazol-3-yl-piperidin-1-yl)-ethyl]-8-methyl-3,4-dihydro-2H-pyrrolo[1,2-a]pyrazin-1-one